F[C@H]1CN(C[C@@H]1F)C(=O)[C@@H]1CCCC=2N1C(N(N2)CC2=CC=C(C=C2)C)=O (5S)-5-{[(3S,4S)-3,4-Difluoropyrrolidin-1-yl]carbonyl}-2-(4-methylbenzyl)-5,6,7,8-tetrahydro[1,2,4]triazolo[4,3-a]pyridin-3(2H)-one